COC(=O)C1=C(NC(C(=C1)Cl)=O)CCCNC(=O)OC(C)(C)C 2-((tert-Butoxycarbonylamino)propyl)-5-chloro-6-oxo-1,6-dihydropyridine-3-carboxylic acid methyl ester